FC=1C=C(C=C(C1N1CCC(CC1)N1CCN(CC1)C)F)NC1=NC=C(C(=N1)N1OCCC1C1=CC=CC=C1)C(F)(F)F N-(3,5-difluoro-4-(4-(4-methylpiperazin-1-yl)piperidin-1-yl)phenyl)-4-(3-phenylisoxazolidin-2-yl)-5-(trifluoromethyl)pyrimidin-2-amine